2-(4,4-dimethoxy-butoxy)-5-nitro-pyridine COC(CCCOC1=NC=C(C=C1)[N+](=O)[O-])OC